5-((2-(3-([1,2,4]triazolo[4,3-a]pyridin-7-yl)propyl)-2-azaspiro[3.3]heptan-6-yl)oxy)-8-chloro-2-methylphthalazin-1(2H)-one N=1N=CN2C1C=C(C=C2)CCCN2CC1(C2)CC(C1)OC1=C2C=NN(C(C2=C(C=C1)Cl)=O)C